1-(N-(3-triethoxysilyl-propyl)-2-aminoethyl)-2,3-dicyclohexylguanidine C(C)O[Si](CCCNCCNC(=NC1CCCCC1)NC1CCCCC1)(OCC)OCC